(pyridylpropyl)pyridine N1=C(C=CC=C1)CCCC1=NC=CC=C1